(4-((6-amino-5-cyanopyrimidin-4-yl)oxy)-2-methylphenyl)-3-(3-(tert-butyl)-1-(4-(pyrrolidin-1-yl)phenyl)-1H-pyrazol-5-yl)urea NC1=C(C(=NC=N1)OC1=CC(=C(C=C1)NC(=O)NC1=CC(=NN1C1=CC=C(C=C1)N1CCCC1)C(C)(C)C)C)C#N